IC1=CN=C(C2=CC(=CC=C12)C1=CC=NC=C1)N 4-iodo-7-(pyridin-4-yl)isoquinolin-1-amine